C(C)(C)(C)C=1C=C(C=C(C1O)C(C)(C)C)CCC(=O)OCC(COC(CCC1=CC(=C(C(=C1)C(C)(C)C)O)C(C)(C)C)=O)(CO)CO pentaerythritol-bis[3-(3,5-di-t-butyl-4-hydroxyphenyl) propionate]